F[C@@H]1C[C@@]2(CCCN2C1)COC=1N=C(C2=C(N1)N=C(C=C2)C2=CC=CC=1CCCCC21)C21N(CCC1NC2)C(C=O)=C 2-(((((2R,7aS)-2-fluorotetrahydro-1H-pyrrolizin-7a(5H)-yl)methoxy)-7-(5,6,7,8-tetrahydronaphthalen-1-yl)pyridino[2,3-d]pyrimidin-4-yl)-2,6-diazabicyclo[3.2.0]hept-2-yl)prop-2-en-1-one